Diacetyl-(Butan-2,3-dion) C(C)(=O)C(C(C(C)=O)=O)C(C)=O